[N-]=[N+]=[N-].[Na+].[Br-].CC(C)CCCC(CCC(CCCCC(CCCCCCCCCCCCCCCCCC)CCCCCCCCCCCCCCCCCC)NC(CN1C=[N+](C=C1)C)=O)C 1-(2-((2,6-dimethyl-14-octadecyldotriacontan-9-yl)amino)-2-oxoethyl)-3-methyl-1H-imidazol-3-ium bromide Sodium azide